3-(4-amino-2,5-difluoro-phenyl)propionitrile NC1=CC(=C(C=C1F)CCC#N)F